Cl.Cl.N[C@H](CNC(=O)C=1NC2=CC(=CC=C2C1)C1=CC=C(C=C1)OC)CCCN (S)-N-(2,5-diaminopentyl)-6-(4-methoxyphenyl)-1H-indole-2-carboxamide dihydrochloride